ClC1=NC=CC2=C1N(CC=1N2N=NC1C)C 6-chloro-3,5-dimethyl-4,5-dihydropyrido[3,4-e][1,2,3]triazolo[1,5-a]pyrazine